ClC=1C(=C(C(=O)/N=C/N(C)C)C=C(C1)F)C (E)-3-chloro-N-((dimethylamino)methylene)-5-fluoro-2-methylbenzamide